nickel telluride [Ni]=[Te]